C(C)(C)(C)OC(=O)N(CCOC=1C=C(C=CC1)C(C(=O)OCC)(F)F)C ethyl 2-(3-(2-(tert-butoxycarbonyl (methyl) amino) ethoxy) phenyl)-2,2-difluoroacetate